methoxybutyl β-mercaptopropionate SCCC(=O)OCCCCOC